C(C)O[Si](CCCS(=C(O)C(=O)SSSSC(=O)C(=S(CCC[Si](OCC)(OCC)OCC)N(C)C)O)N(C)C)(OCC)OCC 3-triethoxysilylpropyl-N,N-dimethylaminothiocarboxyformyl tetrasulfide